BrC=1C=C2C(=CN(C2=CC1)CC(=O)N/N=C/C=1SC=CC1)C1=N[C@H]([C@@H](NC1=O)C1=CC=CC=C1)C1=CC=CC=C1 2-(5-bromo-3-((5S,6S)-3-oxo-5,6-diphenyl-3,4,5,6-tetrahydropyrazin-2-yl)-1H-indol-1-yl)-N'-((E)-thiophen-2-ylmethylene)acetohydrazide